FC=1C(=C(C=CC1F)N(C(C)=O)C)C N-(3,4-Difluoro-2-methylphenyl)-N-methylacetamide